C(#C)C1=CC=C(/C=C/C2=NC(=NC(=N2)\C=C\C2=CC=C(C=C2)C#C)\C=C\C2=CC=C(C=C2)C#C)C=C1 2,4,6-tri((E)-4-ethynyl-styryl)-1,3,5-triazine